C1OCC12CN(C2)[C@H]2[C@H](CCCCC2)OC=2C=C1CN(C(C1=CC2)=O)C2C(NC(CC2)=O)=O 3-(5-(((1S,2R)-2-(2-oxa-6-azaspiro[3.3]heptan-6-yl)cycloheptyl)oxy)-1-oxoisoindolin-2-yl)piperidine-2,6-dione